(S)-3,5-dichloro-4-(2-(4-(cyclopropylmethoxy)-3-(hydroxymethyl)-benzoyloxy)-2-(3-(cyclopropylmethoxy)-4-(difluoromethoxy)phenyl)ethyl)pyridine 1-oxide ClC=1C=[N+](C=C(C1C[C@@H](C1=CC(=C(C=C1)OC(F)F)OCC1CC1)OC(C1=CC(=C(C=C1)OCC1CC1)CO)=O)Cl)[O-]